Cl.Cl.FC=1C=C2C(CN(C2=CC1S(=O)(=O)N1CCCC1)C(CN1C[C@H](NCC1)C)=O)(C)C 1-[5-Fluoro-3,3-dimethyl-6-(pyrrolidine-1-sulfonyl)-2,3-dihydro-indol-1-yl]-2-((R)-3-methyl-piperazin-1-yl)-ethanone dihydrochloride salt